ClC1=C2C(=NN(C1=O)C1=CC3=CN(N=C3C=C1)C)C(=C(N2CC2CC2)C)C#N 4-chloro-5-(cyclopropylmethyl)-6-methyl-2-(2-methyl-2H-indazol-5-yl)-3-oxo-3,5-dihydro-2H-pyrrolo[3,2-c]pyridazine-7-carbonitrile